CC1(OB(OC1(C)C)C1=C(C2=C(C(=C(C(=C2C(=C1[2H])[2H])[2H])[2H])[2H])[2H])[2H])C 4,4,5,5-tetramethyl-2-(2-naphthalenyl-1,3,4,5,6,7,8-d7)-1,3,2-dioxaborolane